di(tridecyl)pentaErythritol diphosphite OP(O)OP(O)O.C(CCCCCCCCCCCC)C(O)(C(CO)(CO)CO)CCCCCCCCCCCCC